4-((2-(1H-pyrazol-4-yl)ethyl)amino)-5,6-dimethyl-N-(1-(thiophen-2-yl)ethyl)pyrimidine-2-carboxamide N1N=CC(=C1)CCNC1=NC(=NC(=C1C)C)C(=O)NC(C)C=1SC=CC1